CC1=C(C=C(C(=O)[O-])C=C1)OC1COCC1 4-methyl-3-((tetrahydrofuran-3-yl)oxy)benzoate